Cl.NCC(C(C(=O)OC)C)C methyl 4-amino-2,3-dimethylbutanoate hydrochloride salt